FC1=CC=C(C=2C=NN(C12)C1OCCCC1)C(=O)C1=C(C(=NC=C1OC(C)C)C)NC(OC(C)(C)C)=O tert-Butyl (4-(7-fluoro-1-(tetrahydro-2H-pyran-2-yl)-1H-indazole-4-carbonyl)-5-isopropoxy-2-methylpyridin-3-yl)carbamate